tert-Butyl (2-(phenethylthio)-9H-purin-6-yl)carbamate C(CC1=CC=CC=C1)SC1=NC(=C2N=CNC2=N1)NC(OC(C)(C)C)=O